C1(CC1)NC1=C(C=C(C(=C1)F)F)NC(=O)C1=CN=NC=C1C N-(2-(Cyclopropylamino)-4,5-difluorophenyl)-5-methylpyridazine-4-carboxamide